(2,3-dimethoxyphenethyl)-2-(3,4-dimethoxyphenyl)acetamide COC1=C(CCC(C(=O)N)C2=CC(=C(C=C2)OC)OC)C=CC=C1OC